N,N1-bis-(2-chlorophenyl)-6-morpholin-4-yl-[1,3,5]triazine-2,4-diamine ClC1=C(C=CC=C1)NC1N(C(=NC(=N1)N)N1CCOCC1)C1=C(C=CC=C1)Cl